1-(4-amino-3,5-difluorophenyl)-2-(butylamino)ethan-1-ol 1-(tert-butyl)2-methyl-(R)-5-oxopyrrolidine-1,2-dicarboxylate C(C)(C)(C)C1[C@@](N(C(C1)=O)C(=O)OC(CNCCCC)C1=CC(=C(C(=C1)F)N)F)(C(=O)O)C